The molecule is a compound composed of a central piperidine structure with hydroxy and p-chlorophenyl substituents at position 4 and an N-linked p-fluorobutyrophenone moiety. It has a role as a serotonergic antagonist, a first generation antipsychotic, a dopaminergic antagonist, an antidyskinesia agent and an antiemetic. It is a hydroxypiperidine, an organofluorine compound, an aromatic ketone, a tertiary alcohol and a member of monochlorobenzenes. C1CN(CCC1(C2=CC=C(C=C2)Cl)O)CCCC(=O)C3=CC=C(C=C3)F